methyl 6-chloro-3-[(2-nitrophenyl)sulfonylamino]pyridine-2-carboxylate ClC1=CC=C(C(=N1)C(=O)OC)NS(=O)(=O)C1=C(C=CC=C1)[N+](=O)[O-]